[N+](=O)([O-])C1=CC(=CC=2OC[C@@H](NC21)C2CCOCC2)S(=O)(=O)NC(C2=CC=CC=C2)=O N-(((S)-5-nitro-3-(tetrahydro-2H-pyran-4-yl)-3,4-dihydro-2H-benzo[b][1,4]oxazin-7-yl)sulfonyl)benzamide